4-chloro-3,5-dinitrobenzotrifluoride ClC1=C(C=C(C=C1[N+](=O)[O-])C(F)(F)F)[N+](=O)[O-]